1-(3-chloro-2-fluorobenzyl)-4-((3-fluoro-6-((5-methyl-1H-pyrazol-3-yl)amino)-4-(4-methylpiperazin-1-yl)pyridin-2-yl)methyl)-piperidine-4-carboxylic acid ClC=1C(=C(CN2CCC(CC2)(C(=O)O)CC2=NC(=CC(=C2F)N2CCN(CC2)C)NC2=NNC(=C2)C)C=CC1)F